C(CCC)C1=CN=CC=2N=C(N=C(C21)N)C2=CC=NC=C2 n-butyl-2-(pyridin-4-yl)pyrido[3,4-d]Pyrimidin-4-amine